6-methoxy-5-(5-methyl-8-oxa-2,5-diazaspiro[3.5]non-2-yl)quinazolin-4-amine COC=1C(=C2C(=NC=NC2=CC1)N)N1CC2(C1)N(CCOC2)C